4-aminopyridine-2,6-dicarboxylic acid lanthanum [La].NC1=CC(=NC(=C1)C(=O)O)C(=O)O